2-(4-chlorophenyl)-1H-benz[d]imidazol-5-amine ClC1=CC=C(C=C1)C1=NC2=C(N1)C=CC(=C2)N